exo-N-[(1R)-1-(4-ethoxyphenyl)-2-methoxyethyl]-5-[(trimethylsilyl)ethynyl]-1a,6b-dihydro-1H-cyclopropa[b][1]benzofuran-1-carboxamide C(C)OC1=CC=C(C=C1)[C@H](COC)NC(=O)C1C2OC3=C(C21)C=C(C=C3)C#C[Si](C)(C)C